C(C)(C)C1=CC=C(C=C1)N1N=C(C=2CN(CCC21)C(=O)OC(C)(C)C)CC(=O)OC tert-butyl 1-(4-isopropylphenyl)-3-(2-methoxy-2-oxoethyl)-1,4,6,7-tetrahydro-5H-pyrazolo[4,3-c]pyridine-5-carboxylate